NCCCC1OCOCC12COCOC2 3-aminopropyl-2,4,8,10-tetraoxaspiro[5.5]undecane